(1-methyl-1H-tetrazol-5-yl)methoxy-6-(trifluoromethyl)nicotinic acid ethyl ester C(C)OC(C1=C(N=C(C=C1)C(F)(F)F)OCC1=NN=NN1C)=O